C(C)C1=CC2=C(C3=CC=CC=C3C(=C2C=C1CC)OC(=O)OCCCCCCCC)OC(=O)OCCCCCCCC 2,3-diethyl-9,10-bis(n-octyloxycarbonyloxy)anthracene